7-chloro-1-cyclopropyl-6-fluoro-4-oxo-N-(piperidin-4-yl)-1,4-dihydroquinoline-3-carboxamide 2,2,2-trifluoroacetate FC(C(=O)O)(F)F.ClC1=C(C=C2C(C(=CN(C2=C1)C1CC1)C(=O)NC1CCNCC1)=O)F